ClC1=C(C=C(C=C1)NC(=O)C1=CC=2C(=NC=C(C2)C2=CC=C(C=C2)F)S1)S(N(CC)CC)(=O)=O N-[4-chloro-3-(N,N-diethylsulfamoyl)phenyl]-5-(4-fluorophenyl)-thieno[2,3-b]pyridine-2-carboxamide